methyl 2-((5-chloro-2-cyclobutoxy-phenyl) amino)-2-oxoacetate ClC=1C=CC(=C(C1)NC(C(=O)OC)=O)OC1CCC1